FC1=C(N)C=CC(=C1)OC=1SC=C(N1)C=1C=NC(=CC1)C 2-fluoro-4-((4-(6-methylpyridin-3-yl)thiazol-2-yl)oxy)aniline